ClC1=C(C=CC2=C1CCO2)OC 4-chloro-5-methoxy-2,3-dihydrobenzofuran